(R)-5-oxothiomorpholine-3-carboxylic acid O=C1CSC[C@H](N1)C(=O)O